dimethylfluorenyl(biphenylyl)triazine CC=1C(=C(C=2CC3=CC=CC=C3C2C1)C=1C(=NN=NC1)C1=C(C=CC=C1)C1=CC=CC=C1)C